4-((((1r,4r)-4-(Aminomethyl)cyclohexyl)methyl)(5-(3,5-dimethylisoxazol-4-yl)-2-methylphenyl)amino)-2-chlorobenzonitrile NCC1CCC(CC1)CN(C1=CC(=C(C#N)C=C1)Cl)C1=C(C=CC(=C1)C=1C(=NOC1C)C)C